FC=1C=C(OC2=C(C3=C(C(N(S3(=O)=O)C)(O)CC)C=C2)C)C=C(C1)F 6-(3,5-Difluorophenoxy)-3-ethyl-3-hydroxy-2,7-dimethyl-2,3-dihydrobenzo[d]isothiazole-1,1-dioxide